FC=1C=C(C=CC1C(F)(F)F)NC1=NC=2C(N=C1NC1=CC(=C(C=C1)C(F)(F)F)F)=NON2 N5,N6-bis(3-fluoro-4-(trifluoromethyl)phenyl)-[1,2,5]oxadiazolo[3,4-b]pyrazine-5,6-diamine